BrCCCC1C(CCC1)=O 2-(3-bromopropyl)cyclopentan-1-one